N1=C(N=CC2=CC=CC=C12)C(=O)N Quinazoline-2-amide